CC(C=NO)=NO methylglyoxal dioxime